C(C1=CC=CC=C1)OC=1C=C2CCC(=C(C2=CC1)C1=C(C=C(C=C1)N1CCC(CC1)C(OC)OC)F)C=1CCOCC1 1-(4-(6-(Benzyloxy)-2-(3,6-dihydro-2H-pyran-4-yl)-3,4-dihydronaphthalen-1-yl)-3-fluoroPhenyl)-4-(dimethoxymethyl)piperidine